ClC1=C(C=CC(=C1)Cl)C=1CCCC2=C(C1C1=CC=C(C=C1)C(C)(O)C1CN(C1)CCCF)C=CC(=C2)C(=O)OC Methyl 8-(2,4-dichlorophenyl)-9-(4-(1-(1-(3-fluoropropyl)azetidin-3-yl)-1-hydroxyethyl)phenyl)-6,7-dihydro-5H-benzo[7]annulene-3-carboxylate